dithiocarbamic acid C(N)(S)=S